C1(CC1)C1=NN(C(=C1C(F)(F)F)C(=O)NC1=CC(=NC=C1)S(=O)(=N)C)CC1CCC12CCC2 3-cyclopropyl-N-(2-(S-methylsulfonimidoyl)pyridin-4-yl)-1-(spiro[3.3]heptan-1-ylmethyl)-4-(trifluoromethyl)-1H-pyrazole-5-carboxamide